FC1=C(\C=C/2\OC3=C(C2=O)C(=CC(=C3C3CCN(CC3)C)OC)OC)C=CC=C1 (E)-2-(2-fluorobenzylidene)-4,6-dimethoxy-7-(1-methylpiperidin-4-yl)benzofuran-3(2H)-one